C(C)(C)(C)OOC(C)(C)CCC(CCC)C(C)(C)OOC(C)(C)C 1,3-bis(t-butylperoxyisopropyl)hexane